(R)-N-(1-cyclopropylethyl)-5-(imidazo[1,2-b]pyridazin-6-yl)pyrrolo[2,1-f][1,2,4]triazin-2-amine C1(CC1)[C@@H](C)NC1=NN2C(C=N1)=C(C=C2)C=2C=CC=1N(N2)C=CN1